N-(4-(4-hydroxypiperidine-1-carbonyl)thiazol-2-yl)-2-methyl-5-(3-(trifluoromethyl)phenyl)furan-3-carboxamide OC1CCN(CC1)C(=O)C=1N=C(SC1)NC(=O)C1=C(OC(=C1)C1=CC(=CC=C1)C(F)(F)F)C